(S)-1-chloro-3-(2-chloro-4-(2-(4-((R)-2-hydroxy-3-(5-(hydroxymethyl)-1H-1,2,3-triazol-1-yl)propoxy)phenyl)propan-2-yl)phenoxy)propan-2-ol ClC[C@H](COC1=C(C=C(C=C1)C(C)(C)C1=CC=C(C=C1)OC[C@@H](CN1N=NC=C1CO)O)Cl)O